tert-Butyl 4-(2-(3-(4-(phenylcarbamoyl)piperazine-1-carbonyl)phenoxy)ethyl)piperidine-1-carboxylate C1(=CC=CC=C1)NC(=O)N1CCN(CC1)C(=O)C=1C=C(OCCC2CCN(CC2)C(=O)OC(C)(C)C)C=CC1